ClC1=CNC=2N=C(C=C(C21)NCCOC)NC2=C(C=C(C=C2)S(=O)(=O)N2CCOCC2)OC 3-chloro-N6-(2-methoxy-4-(morpholinosulfonyl)phenyl)-N4-(2-methoxyethyl)-1H-pyrrolo[2,3-b]pyridine-4,6-diamine